C/C(/CO)=C/CCC=C (Z)-2-methyl-2,6-heptadienol